ClC1=CC=C(C=C1)C(CC(=O)OCC)=O ethyl 3-(4-chlorophenyl)-3-oxopropanoate